diisopropyl di(acetoacetate) C(CC(=O)C)(=O)OC(C)C.C(CC(=O)C)(=O)OC(C)C